2,4-di([1,1'-biphenyl]-4-yl)-6-(spiro[fluorene-9,8'-indeno[2,1-b]furan]-2-yl)-1,3,5-triazine C1(=CC=C(C=C1)C1=NC(=NC(=N1)C1=CC=C(C=C1)C1=CC=CC=C1)C1=CC2=C(C=C1)C1=CC=CC=C1C21C=2C=CC=CC2C2=C1OC=C2)C2=CC=CC=C2